OCC1CN(CCN1CC=1C=NC=2C(=C(C(NC2C1)=O)C(F)(F)F)C)C=1C=CC(=NC1)C(=O)NC 5-(3-(hydroxymethyl)-4-((8-methyl-6-oxo-7-(trifluoromethyl)-5,6-dihydro-1,5-naphthyridin-3-yl)methyl)piperazin-1-yl)-N-methylpyridineamide